BrC1=NN2C(OCC3(CCC3)C2)=C1C(=O)OCC Ethyl 2-bromospiro[5,7-dihydropyrazolo[5,1-b][1,3]oxazine-6,1'-cyclobutane]-3-carboxylate